C(C)(C)(C)OC(=O)N(C1=CC(=NC=2N1N=CC2C2CC2)NC[C@@H]2[C@H](CN(CC2)C(=O)OC(C)(C)C)O)CC2=CC=C(C=C2)C=2OC=CN2 tert-butyl (3r,4r)-4-(((7-((tert-butoxycarbonyl) (4-(oxazol-2-yl) benzyl) amino)-3-cyclopropylpyrazolo[1,5-a]pyrimidin-5-yl) amino) methyl)-3-hydroxypiperidine-1-carboxylate